7-Isopropyl-11-oxo-4-(3,3,3-trifluoropropoxy)-2,6,7,11-tetrahydro-1H-furo[2,3-h]pyrido[2,1-a]isoquinoline-10-carboxylic Acid C(C)(C)C1N2C(C=3C4=C(C(=CC3C1)OCCC(F)(F)F)OCC4)=CC(C(=C2)C(=O)O)=O